N=1C=NN2C1C=C(C=C2)OC2=CC(=C(C=C2C)NC2=NC=NC1=CC(=C(C=C21)NC(C(=CC2N(CCC2)C)F)=O)OCCOC)OC N-(4-((4-([1,2,4]triazolo[1,5-a]pyridin-7-yloxy)-2-methoxy-5-methylphenyl)amino)-7-(2-methoxyethoxy)quinazolin-6-yl)-2-fluoro-3-(1-methylpyrrolidin-2-yl)acrylamide